ClC1=C(C=C(C=C1)[C@@H](CO)N1C(C=C(C=C1)C1=NC(=NC=C1)NC1=CC=NN1C)=O)F (S)-1-(1-(4-Chloro-3-fluorophenyl)-2-hydroxyethyl)-4-(2-((1-methyl-1H-pyrazol-5-yl)amino)pyrimidin-4-yl)pyridin-2(1H)-one